FC=1C(=C2C(=NC1C=1C=C(C=CC1)O)C1=C(O2)C=CC=C1)C1=CC=CC=C1 3-(3-fluoro-4-phenylbenzofuro[3,2-b]pyridin-2-yl)phenol